BrC1=C(C=CC(=C1)NC(=O)OC)C1=CN=C(O1)[C@H](CC=C)NC(OC(C)(C)C)=O tert-Butyl N-[(1S)-1-(5-{2-bromo-4-[(methoxycarbonyl)amino]phenyl}-1,3-oxazol-2-yl)but-3-en-1-yl]carbamate